(S)-2-amino-N-(4-(1,2-dimethyl-6-oxo-1,6-dihydropyridin-3-yl)-3-fluorophenyl)-2-((1r,4S)-4-methylcyclohexyl)acetamide hydrochloride Cl.N[C@H](C(=O)NC1=CC(=C(C=C1)C1=C(N(C(C=C1)=O)C)C)F)C1CCC(CC1)C